1-butyl-3-[2-[4-[(1-methylbenzimidazol-2-yl)methyl]piperazin-1-yl]-4-(trifluoromethyl)phenyl]sulfonyl-urea C(CCC)NC(=O)NS(=O)(=O)C1=C(C=C(C=C1)C(F)(F)F)N1CCN(CC1)CC1=NC2=C(N1C)C=CC=C2